N-(1-(5-(3-cyano-6-ethoxypyrazolo[1,5-a]pyridin-4-yl)pyrazin-2-yl)-4-methylpiperidin-4-yl)-5-fluoro-2-(trifluoromethyl)benzamide C(#N)C=1C=NN2C1C(=CC(=C2)OCC)C=2N=CC(=NC2)N2CCC(CC2)(C)NC(C2=C(C=CC(=C2)F)C(F)(F)F)=O